COC=1C=C(CCN)C=C(C1OC)SC 3,4-dimethoxy-5-methylthiophenethylamine